(4-(3-Methyloxyoxetan-3-yl)phenyl)(4-(4-((trifluoromethyl)thio)phenyl)piperidin-1-yl)methanone COC1(COC1)C1=CC=C(C=C1)C(=O)N1CCC(CC1)C1=CC=C(C=C1)SC(F)(F)F